C(C)OC1=C(C=CC=C1)C1=C(C=CC=N1)F 6-(2-ethoxyphenyl)-5-fluoropyridine